(E)-4-(hydroxy(phenyl)methyl)-2-(2-phenylhydrazino)pent-4-enoic acid ethyl ester C(C)OC(C(CC(=C)C(C1=CC=CC=C1)O)NNC1=CC=CC=C1)=O